FC(C1=CC(=NN1C)C1=NC(=NO1)C1(CC1)C1=CC(=CC=C1)F)F 5-(5-(difluoromethyl)-1-methyl-1H-pyrazol-3-yl)-3-(1-(3-fluorophenyl)cyclopropyl)-1,2,4-oxadiazole